5-hydroxy-carbazol OC1=C2C=3C=CC=CC3NC2=CC=C1